C(CCCCCCCCCCCCCCCCCCCCC)OCCCCCCCCCCCCCCCCCCCCCC di(docosyl) ether